(6Ar,10aR)-3-(2,2-dibromo-1-hexylcyclopropyl)-6,6,9-trimethyl-6a,7,10,10a-tetrahydrobenzo[c]chromen-1-ol BrC1(C(C1)(CCCCCC)C=1C=C(C=2[C@H]3[C@H](C(OC2C1)(C)C)CC=C(C3)C)O)Br